CC(C)(C)OC(=O)N1C[C@H]2CNC[C@H]2C1 meso-tert-butyl hexahydropyrrolo[3,4-c]pyrrole-2(1H)-carboxylate